6-methyl-5,8-dioxo-5,6,7,8-tetrahydrobenzo[b][1,4]dioxin-6-sulphonic acid CC1(C(C2=C(OC=CO2)C(C1)=O)=O)S(=O)(=O)O